di(hexadecyl) fumarate C(\C=C\C(=O)OCCCCCCCCCCCCCCCC)(=O)OCCCCCCCCCCCCCCCC